C(C)(C)(C)OC(=O)N1CCC(CC1)C=1C=C2C(=C(NC2=CC1)C1=CC(=C(C=C1)OC)OC)C(C(F)(F)F)O 4-(2-(3,4-Dimethoxyphenyl)-3-(2,2,2-trifluoro-1-hydroxyethyl)-1H-indol-5-yl)piperidine-1-carboxylic acid tert-butyl ester